ClC=1C=C2CCC(CC2=CC1Cl)SC=1N=NNC1C(=O)O 4-((6,7-dichloro-1,2,3,4-tetrahydronaphthalen-2-yl)thio)-1H-1,2,3-triazole-5-carboxylic acid